C(C)NCC(=O)OCC ethyl N-ethylglycinate